2-(methylthio)-1-(4-(5-(p-tolyl)-1H-imidazol-2-yl)thiazolidin-3-yl)propan-1-one CSC(C(=O)N1CSCC1C=1NC(=CN1)C1=CC=C(C=C1)C)C